C(C)C=1N=C(NC1)C1=C(C(=CC=C1)C)O ethyl-2-(2-hydroxy-3-methylphenyl)imidazole